2-fluoro-5-((6-(4-methoxyphenyl)pyridin-2-yl)oxy)phenol FC1=C(C=C(C=C1)OC1=NC(=CC=C1)C1=CC=C(C=C1)OC)O